CC1=NC=CC=C1C1=NNC(=C1)C 2-methyl-3-(5-methyl-1H-pyrazol-3-yl)pyridine